ClC1=CC=C(C(=N1)NC=1SC(=CN1)C(=O)OCC)[N+](=O)[O-] ethyl 2-((6-chloro-3-nitropyridin-2-yl)amino)thiazole-5-carboxylate